chloroformic acid 2-ethylhexyl ester C(C)C(COC(=O)Cl)CCCC